5-cyclopropoxypicolinonitrile C1(CC1)OC=1C=CC(=NC1)C#N